C(C)(=O)OCCCCCCCCCCCCCC myristyl alcohol acetate